ClC1=CC(=C(C(=C1)F)C1(OC2=C(O1)C=CC=C2C2CCC(OC2)CC2=NC1=C(N2C[C@H]2OCC2)C=C(C=C1)C(=O)O)C)F 2-((5-(2-(4-chloro-2,6-difluorophenyl)-2-methylbenzo[d][1,3]dioxol-4-yl)tetrahydro-2H-pyran-2-yl)methyl)-1-(((S)-oxetan-2-yl)methyl)-1H-benzo[d]imidazole-6-carboxylic acid